[Si](C)(C)(C(C)(C)C)OCC1(CC1)CSC=1N=C(C2=C(N1)C(=C(N=C2)Cl)F)C2C1CCC(CN2)N1C(=O)[O-] 2-(((1-(((tert-butyldimethylsilyloxy) methyl) cyclopropyl) methyl) thio)-7-chloro-8-fluoropyrido[4,3-d]pyrimidin-4-yl)-3,8-diazabicyclo[3.2.1]octane-8-carboxylate